2-hydroxy-1,7-dimethoxy-xanthone OC1=C(C=2C(C3=CC(=CC=C3OC2C=C1)OC)=O)OC